NCC[C@@H]1CCC2=C(CC1)C(=C(C(=C2)O)N2CC(NS2(=O)=O)=O)F (R)-5-(7-(2-aminoethyl)-1-fluoro-3-hydroxy-6,7,8,9-tetrahydro-5H-benzo[7]annulen-2-yl)-1,2,5-thiadiazolidin-3-one 1,1-dioxide